C(C1=CC=CC=C1)C1=C2N(C=C(N1)C1=CC(=CC=C1)O)C(C(=N2)CC2=CC(=C(OCCCCCCS(=O)(=O)O)C=C2)Cl)=O 6-(4-((8-benzyl-6-(3-hydroxyphenyl)-3-oxo-3,7-dihydroimidazo[1,2-a]pyrazin-2-yl)methyl)-2-chlorophenoxy)hexane-1-sulfonic acid